2,5-furandicarbonyl dichloride O1C(=CC=C1C(=O)Cl)C(=O)Cl